4-((4-((2-(dimethylphosphoryl)phenyl)amino)-5-(trifluoromethyl)pyrimidin-2-yl)amino)-3-methoxy-N-(methylsulfonyl)benzamide CP(=O)(C)C1=C(C=CC=C1)NC1=NC(=NC=C1C(F)(F)F)NC1=C(C=C(C(=O)NS(=O)(=O)C)C=C1)OC